sodium phosphorus (oxy) sulfide O=S.[P].[Na]